2-(2-(1-(Cyclopropylsulfonyl)-1H-pyrazol-4-yl)pyrimidin-4-yl)-5-(1-(difluoromethyl)-1H-pyrazol-3-yl)-N4-((1r,4r)-4-fluorocyclohexyl)pyridine-2,4-diamine C1(CC1)S(=O)(=O)N1N=CC(=C1)C1=NC=CC(=N1)C1(NC=C(C(=C1)NC1CCC(CC1)F)C1=NN(C=C1)C(F)F)N